2-(2-((7-chloro-8-fluoro-2-(methylthio)-4-Oxa-3,4-dihydropyrido[4,3-d]pyrimidin-5-yl)oxy)ethyl)-3,8-diazabicyclo[3.2.1]octane ClC1=C(C=2N=C(NOC2C(=N1)OCCC1C2CCC(CN1)N2)SC)F